1,5-diisocyanato-2,2,4-trimethylpentane N(=C=O)CC(CC(CN=C=O)C)(C)C